FC(=CC1=CC=CC=C1)OC(=CC1=CC=CC=C1)F fluorostyryl ether